(S)-5-(((4-(3,3'-dichloro-2'-(1-methyl-3-(((((R)-5-oxopyrrolidin-2-yl)methyl)amino)methyl)-1H-indol-6-yl)-[4,4'-bipyridin]-2-yl)-2-methoxybenzyl)amino)methyl)pyrrolidin-2-one ClC=1C(=NC=CC1C1=C(C(=NC=C1)C1=CC=C2C(=CN(C2=C1)C)CNC[C@@H]1NC(CC1)=O)Cl)C1=CC(=C(CNC[C@@H]2CCC(N2)=O)C=C1)OC